N,N-Diisopropylethynamine C(C)(C)N(C#C)C(C)C